C(CCCCCCCCCCCC)C12CC(C1)(C2)CO (3-tridecylbicyclo[1.1.1]pent-1-yl)methanol